C(C)(=O)N1CCC(CC1)C1=NN(C=2C=CC=C(C12)C1=C(C=C2C=NN(C2=C1)C)C#N)CC(=O)OC methyl 2-[3-(1-acetylpiperidin-4-yl)-5'-cyano-1'-methyl-[4,6'-biindazol]-1-yl]acetate